3-((5-(4-((tert-butoxycarbonyl)amino)-4-methylpiperidin-1-yl)pyrazin-2-yl)thio)-2-chlorobenzoic acid C(C)(C)(C)OC(=O)NC1(CCN(CC1)C=1N=CC(=NC1)SC=1C(=C(C(=O)O)C=CC1)Cl)C